N[C@@H]1COCC[C@@H]1O (3R,4S)-3-aminotetrahydro-2H-pyran-4-ol